CN1N=NN=C1\C(\C1=CC=CC=C1)=N/OCC1=CC=CC(=N1)NC(OCCC#C)=O but-3-ynyl N-[6-[[(Z)-[(1-methyltetrazol-5-yl)-phenyl-methylene]-amino]oxymethyl]-2-pyridyl]carbamate